benzyl N-[(1S,2S)-2-(trifluoromethyl)cyclopropyl]carbamate FC([C@@H]1[C@H](C1)NC(OCC1=CC=CC=C1)=O)(F)F